(β-hydroxyethoxy)benzoic acid OCCOC1=C(C(=O)O)C=CC=C1